BrC=1C=C(COC2=CC=C(C=C2)[C@H]2[C@@H](C2)NC(OC(C)(C)C)=O)C=CC1 tert-butyl ((trans)-2-(4-((3-bromobenzyl)oxy)phenyl)cyclopropyl)carbamate